CCCCCCC=C(O)O octenediol